NCCN1N=CC(=C1C(=O)OC)[N+](=O)[O-] methyl 2-(2-aminoethyl)-4-nitropyrazole-3-carboxylate